2-[2-chloro-4-(4-chlorophenoxy)phenyl]-2-hydroxy-3-(1,2,4-triazol-1-yl)-propanoic acid ClC1=C(C=CC(=C1)OC1=CC=C(C=C1)Cl)C(C(=O)O)(CN1N=CN=C1)O